((R)-2-((S)-2-((S)-2-amino-3-(2-(thiophen-2-yl)-1H-imidazol-4-yl)propanamido)-6-octanamidohexanamido)-3-(p-tolyl)propanoyl)-L-tyrosine N[C@H](C(=O)N[C@H](C(=O)N[C@@H](C(=O)N[C@@H](CC1=CC=C(C=C1)O)C(=O)O)CC1=CC=C(C=C1)C)CCCCNC(CCCCCCC)=O)CC=1N=C(NC1)C=1SC=CC1